ClC=1C=C(C=CC1F)NC(=O)C=1C=2CCC3(C2C(=CC1)F)NC(N(C3=O)CC3=NC=CC=C3)=O N-(3-chloro-4-fluorophenyl)-7'-fluoro-2,5-dioxo-1-(pyridin-2-ylmethyl)-2',3'-dihydrospiro[imidazolidine-4,1'-indene]-4'-carboxamide